FC=1C=C(C(=NC1)OC)N 5-fluoro-2-methoxy-pyridin-3-amine